NC1=NN2C(CN(CCC2)C(=O)OCC2=CC=CC=C2)=N1 benzyl 2-amino-6,7-dihydro-5H-[1,2,4]triazolo[1,5-a][1,4]diazepine-8(9H)-carboxylate